2-((4-chloro-3-fluorophenyl)amino)acetic acid ClC1=C(C=C(C=C1)NCC(=O)O)F